[N+](=O)([O-])C1=CC=C(C=C1)N1CCN(CC1)CCNCC1=NC=CC=C1 2-(4-(4-Nitrophenyl)piperazin-1-yl)-N-(pyridin-2-ylmethyl)ethan-1-amine